tetramethyl-L-tartaric amide CO[C@]([C@](C(=O)N)(OC)C)(C(=O)O)C